C(#N)[C@H](C[C@H]1C(NCCC1)=O)NC(=O)[C@H]1N(C[C@H]2[C@@H]1CCC2)C([C@H](C(C)(C)F)NC(C(F)(F)F)=O)=O (1S,3aR,6aS)-N-((S)-1-cyano-2-((S)-2-oxopiperidin-3-yl)ethyl)-2-((R)-3-fluoro-3-methyl-2-(2,2,2-trifluoroacetamido)butanoyl)octahydro-cyclopenta[c]pyrrole-1-carboxamide